2-(6-{5-chloro-2-[(oxan-4-yl)amino]pyrimidin-4-yl}-1-oxo-2,3-dihydro-1H-isoindol-2-yl)-N-(3-phenyloxetan-3-yl)acetamide ClC=1C(=NC(=NC1)NC1CCOCC1)C1=CC=C2CN(C(C2=C1)=O)CC(=O)NC1(COC1)C1=CC=CC=C1